2-[[4-[6-[[4-[2-(1-acetylazetidin-3-yl)ethynyl]-2-fluorophenyl]methoxy]-2-pyridyl]-2,5-difluoro-phenyl]methyl]-3-(2-methoxyethyl)benzimidazole-5-carboxylic acid C(C)(=O)N1CC(C1)C#CC1=CC(=C(C=C1)COC1=CC=CC(=N1)C1=CC(=C(C=C1F)CC=1N(C2=C(N1)C=CC(=C2)C(=O)O)CCOC)F)F